C[Sn]([Sn](C)(C)C)(C)C hexamethyldistannan